trifluoromethanesulfonic acid azide FC(S(=O)(=O)N=[N+]=[N-])(F)F